NC=1C(=NC(=NC1C1=C2C=NNC2=CC=C1C)C=1C(=NC=CC1)NC1=NC=CC(=N1)C)C(=O)N 5-amino-6-(5-methyl-1H-indazol-4-yl)-2-[2-[(4-methylpyrimidin-2-yl)amino]-3-pyridinyl]pyrimidine-4-carboxamide